6,6'-dihydroxy-3,3,3',3'-tetramethyl-1,1'-spirobiindane OC1=CC=C2C(CC3(C2=C1)CC(C1=CC=C(C=C13)O)(C)C)(C)C